CC1=NOC(=C1COC1=C(C=C(C(=O)NC=2SC=C(N2)C=2SC=CC2)C=C1)C(F)(F)F)C 4-((3,5-dimethylisoxazol-4-yl)methoxy)-N-(4-(thiophen-2-yl)thiazol-2-yl)-3-(trifluoromethyl)benzamide